(2-isopropylideneaminoethyl)-2-bromohexanoate C(C)(C)=NCCOC(C(CCCC)Br)=O